(R)-1-(3-chlorophenyl)ethan-1-ol Docosyl-(S)-2-((tert-butoxycarbonyl)amino)-3-(3,5-difluorophenyl)propanoate C(CCCCCCCCCCCCCCCCCCCCC)[C@@](C(=O)O[C@H](C)C1=CC(=CC=C1)Cl)(CC1=CC(=CC(=C1)F)F)NC(=O)OC(C)(C)C